pyridin-2-aminium trifluoromethanesulfonate FC(S(=O)(=O)[O-])(F)F.N1=C(C=CC=C1)[NH3+]